ClC1=CC=C(C=2OC3=C(C=CC=C3C(C12)(C)C)P(C1=CC=CC=C1)C1=CC=CC=C1)P(C1=CC=CC=C1)C1=CC=CC=C1 chloro-[9,9-dimethyl-4,5-bis(diphenylphosphino)xanthene]